C(C)C=1C=CC2=C(C3=CC=CC=C3C(=C2C1)OC(=O)C1C(C2C(=CC1C2)C)C(=O)O)OC(=O)C2C(C1C(=CC2C1)C)C(=O)O 3-ethyl-9,10-bis[2-carboxy(3,6-methano-4-methyl-4-cyclohexenyl)]carbonyloxyanthracene